C(C)(C)OC=1C(=NC(=NC1C1=C(C=CC=C1)C)NS(=O)(=O)C=1C=NN(C1)C)OC1=CC=C(C=C1)C1CCN(CC1)C N-[5-isopropoxy-4-[4-(1-methyl-4-piperidyl)phenoxy]-6-(o-tolyl)pyrimidin-2-yl]-1-methyl-pyrazole-4-sulfonamide